[Si](C)(C)(C(C)(C)C)OCCCOC1=NN(C=C1[N+](=O)[O-])[C@H]1[C@@H](COCC1)F trans-3-(3-((tert-butyldimethylsilyl)oxy)propoxy)-1-(3-fluorotetrahydro-2H-pyran-4-yl)-4-nitro-1H-pyrazole